1-(6-bromopyrazolo[1,5-a]pyrimidin-3-yl)-3-(4-methoxybenzyl)dihydropyrimidine-2,4(1H,3H)-dione BrC=1C=NC=2N(C1)N=CC2N2C(N(C(CC2)=O)CC2=CC=C(C=C2)OC)=O